5-{6-[(3R)-3-[(cyclopropylmethyl)amino]pyrrolidin-1-yl]-1,8-naphthyridin-2-yl}-2,7-dimethylindazol-6-ol C1(CC1)CN[C@H]1CN(CC1)C=1C=C2C=CC(=NC2=NC1)C1=CC2=CN(N=C2C(=C1O)C)C